(R)-N-(3-bromo-5,6,7,8-tetrahydroquinolin-8-yl)-2-(tert-butyl)thiazole-5-carboxamide BrC=1C=NC=2[C@@H](CCCC2C1)NC(=O)C1=CN=C(S1)C(C)(C)C